C(C)(C)(C)OC(=O)N(C=1N(C(C=2C(=C(C(=NC2C1C(=O)OCC)NC1=NC=C(C=N1)C)C)N)=O)C1=C2C=NNC2=CC=C1C)C(=O)OC(C)(C)C ethyl 7-(bis(tert-butoxycarbonyl)amino)-amino-3-methyl-6-(5-methyl-1H-indazol-4-yl)-2-((5-methylpyrimidin-2-yl)amino)-5-oxo-5,6-dihydro-1,6-naphthyridine-8-carboxylate